(S*)-(9-chloro-10,11-dihydrobenzo[6,7]oxepino[3,2-b]pyridin-11-yl)methanamine ClC1=CC=CC2=C1C[C@H](C1=NC=CC=C1O2)CN |o1:8|